N-(cyclopropylmethyl)-6-[(hexahydro-1H-pyrrolizin-2-yl)methoxy]-7-methoxy-1H,2H,3H-cyclopenta[b]quinolin-9-amine C1(CC1)CNC1=C2C(=NC=3C=C(C(=CC13)OC)OCC1CC3CCCN3C1)CCC2